C(C)OC1=CC=C(C=N1)C1=CN=CC(=N1)C(=O)N/N=C/C1=C(C=CC(=C1)S(=O)C)F (E)-6-(6-ethoxypyridin-3-yl)-N'-(2-fluoro-5-(methylsulfinyl)benzylidene)pyrazine-2-carbohydrazide